N-[(1-methyl-1H-pyrazol-4-yl)({[(2S)-1-methylpyrrolidin-2-yl]methyl})sulfamoyl]-2-[3-(propan-2-yl)-5-(trifluoromethyl)phenyl]-acetamide CN1N=CC(=C1)N(S(=O)(=O)NC(CC1=CC(=CC(=C1)C(F)(F)F)C(C)C)=O)C[C@H]1N(CCC1)C